(1R,2S,5S)-3-((S)-2-amino-3-methoxy-3-methylbutanoyl)-6,6-dimethyl-3-azabicyclo[3.1.0]hexane-2-carboxylic acid N[C@H](C(=O)N1[C@@H]([C@H]2C([C@H]2C1)(C)C)C(=O)O)C(C)(C)OC